COCOCC1=NN2C(CNCCC2)=C1 2-(methoxymethoxymethyl)-5,6,7,8-tetrahydro-4H-pyrazolo[1,5-a][1,4]diazepine